7-bromo-2-methyl-2,9-dihydro-1H-spiro[8-oxa-2,4,10a-triazanaphtho[2,1,8-cde]azulene-10,1'-cyclobutane]-1-one BrC1=CC=C2N=CC=3N(C(N4C3C2=C1OCC41CCC1)=O)C